3-(chloro-methyl)-5-(trifluoro-methyl)-1,2,4-oxadiazole ClCC1=NOC(=N1)C(F)(F)F